FC1=CC=C(C=C1)N1N=CC2=C1C=C1CCN(C[C@]1(C2)C(=O)C2=NC=CC=C2)S(=O)(=O)C2=C(C=CC=C2)C (R)-(1-(4-fluorophenyl)-6-(o-tolylsulfonyl)-4,4a,5,6,7,8-hexahydro-1H-pyrazolo[3,4-g]isoquinolin-4a-yl)(pyridin-2-yl)methanone